N-(o-methylphenyl)ferrocenesulfonamide CC1=C(C=CC=C1)NS(=O)(=O)[C-]1C=CC=C1.[CH-]1C=CC=C1.[Fe+2]